3-bromo-N-(tert-butyl)-6-iodo-2-methylbenzamide BrC=1C(=C(C(=O)NC(C)(C)C)C(=CC1)I)C